[Cl-].CC1=C(C=CC=C1)P(C1=CC=CC=C1)C1=CC=CC=C1 Methyl-triphenylphosphine chloride